N1N=C(C2=CC=CC=C12)NC(=O)NC1=CC(=NC=C1)C1=NN=CN1C(C)C 1-(1H-indazol-3-yl)-3-(2-(4-isopropyl-4H-1,2,4-triazol-3-yl)pyridin-4-yl)urea